COC1=C(C=C2C(=NC(=NC2=C1)C)N[C@H](C)C=1C(=C(C#N)C=CC1)C)N1CC2N(CC1)C(CC2)=O 3-((1R)-1-((7-methoxy-2-methyl-6-(6-oxohexahydropyrrolo[1,2-a]pyrazin-2(1H)-yl)quinazolin-4-yl)amino)ethyl)-2-methylbenzonitrile